CC1=NOC(=C1C1=CC=C2C=3N([C@H](COC31)C3=NC=CC=C3)C(=N2)N2C(C(NCC2)=O)C)C 4-[(4S)-7-(3,5-dimethylisoxazol-4-yl)-4-pyridin-2-yl-4,5-dihydroimidazo[1,5,4-de][1,4]benzoxazin-2-yl]-3-methylpiperazin-2-one